CN1CC(OCC1(C)C)CN (4,5,5-trimethylmorpholin-2-yl)methylamine